C(C)(C)(C)C1=C(C=CC=C1)O tertiary-butyl-phenol